monon-decyl-zirconium C(CCCCCCCCC)[Zr]